BrC=1C=C(C=NC1)C=1N=C(SC1)N(C(=O)[C@H]1N(CCC1)C(=O)OC(C)(C)C)C tert-butyl (S)-2-((4-(5-bromopyridin-3-yl)thiazol-2-yl)(methyl)carbamoyl)pyrrolidine-1-carboxylate